BrCCCCCCCOC(CCC(OCCCCCCC#C)OCCCCCCC#C)=O 4,4-bis(oct-7-yn-1-yloxy)butanoic acid 7-bromoheptyl ester